N-fluorenylmethoxycarbonyl-N'-tert-butoxycarbonyl-D-ornithine C1(=CC=CC=2C3=CC=CC=C3CC12)COC(=O)N[C@H](CCCNC(=O)OC(C)(C)C)C(=O)O